tert-butyl 3-methyl-6-(((trifluoromethyl)sulfonyl)oxy)-3,4-dihydropyridine-1(2H)-carboxylate CC1CN(C(=CC1)OS(=O)(=O)C(F)(F)F)C(=O)OC(C)(C)C